4-(1-(4-((3,5-difluorophenyl)amino)-1-(4-(trifluoromethyl)benzyl)-1H-indole-7-carboxamido)cyclopropyl)benzoic acid FC=1C=C(C=C(C1)F)NC1=C2C=CN(C2=C(C=C1)C(=O)NC1(CC1)C1=CC=C(C(=O)O)C=C1)CC1=CC=C(C=C1)C(F)(F)F